4-(3-fluoro-6-(4-methoxy-3-propoxyphenyl)pyridin-2-yl)-1,2-oxaborolan-2-ol FC=1C(=NC(=CC1)C1=CC(=C(C=C1)OC)OCCC)C1CB(OC1)O